FC(CN1C(=NC2=C1C=C(C=C2)C=2C(=CN1N=C(N=C(C12)OC([2H])([2H])[2H])N[C@@H]1[C@@H](CN(CC1)C)F)F)C)F 5-(1-(2,2-difluoroethyl)-2-methyl-1H-benzo[d]imidazol-6-yl)-6-fluoro-N-((3R,4S)-3-fluoro-1-methylpiperidin-4-yl)-4-(methoxy-d3)pyrrolo[2,1-f][1,2,4]triazin-2-amine